COC(=O)C1CCC(CC1)N1C2=NC(=NC(=C2N=C1)Cl)C(F)(F)F 4-[6-chloro-2-(trifluoromethyl)-9H-purin-9-yl]cyclohexanecarboxylic acid methyl ester